C[C@H]1N(CCOC1)C1=CC(=C2C(=N1)N(C=N2)C2=NNC=C2)C2=C(C=CC=C2)S(=O)(=O)C (3R)-3-methyl-4-[7-(2-methylsulfonylphenyl)-3-(1H-pyrazol-3-yl)imidazo[4,5-b]pyridin-5-yl]morpholine